C=1N=CN2C1C=CC=C2N2CCN(CC2)C2=CC=CC=1NC=NC12 4-(4-(imidazo[1,5-a]pyridin-5-yl)-piperazin-1-yl)-1H-benzo[d]imidazole